3-cyano-4-phenylpiperidine-1-carboxylate C(#N)C1CN(CCC1C1=CC=CC=C1)C(=O)[O-]